The molecule is a member of the class of oxanes that is oxane which is substituted by a formyl group at position 2 and an acetyloxy group at position 3. It is a member of oxanes, an acetate ester and an aldehyde. CC(=O)OC1CCCOC1C=O